C(#N)C=1C(=C2C(=NC1)N(C=C2)S(=O)(=O)C2=CC=CC=C2)N([C@@H]2CN(C[C@@H]2CC)C(=O)NCC(F)(F)F)C (cis)-3-[(5-cyano-1-benzenesulfonyl-1H-pyrrolo[2,3-b]pyridin-4-yl)-methyl-amino]-4-ethyl-N-(2,2,2-trifluoroethyl)pyrrolidin-1-carboxamide